(S)-(4-(2,3-difluoro-4-(1H-pyrazol-4-yl)phenyl)-3-methylpiperazin-1-yl)(pyrrolidin-1-yl)methanone FC1=C(C=CC(=C1F)C=1C=NNC1)N1[C@H](CN(CC1)C(=O)N1CCCC1)C